NC(C(=O)O)(CCCCB(O)O)CCCOC1=CC2=C(OCO2)C=C1 2-amino-2-(3-(benzo[d][1,3]dioxol-5-yloxy)propyl)-6-boronohexanoic acid